C(CCCCC)C1=CC=C(C=C1)[N+]#[C-] 4-HEXYL-PHENYLISOCYANIDE